FCCCOC[C@@H]1[C@H](C1)COC1=C(N=CC(=N1)C(=O)N[C@H](CO)CC(C)C)N1CC(C1)OC 6-({(1S,2S)-2-[(3-fluoropropoxy)methyl]cyclopropyl}methoxy)-N-[(2S)-1-hydroxy-4-methylpent-2-yl]-5-(3-methoxyazetidin-1-yl)pyrazine-2-carboxamide